C1=C(C=CC2=CC=CC=C12)C(=O)OC1(CC=C(CC1)C)C(C)=O 1-acetyl-4-methylcyclohex-3-en-1-yl 2-naphthoate